4-((7,8-dimethoxy-2-oxooxazolo[5,4-c]quinolin-1(2H)-yl)methyl)benzenesulfonamide COC=1C(=CC=2C3=C(C=NC2C1)OC(N3CC3=CC=C(C=C3)S(=O)(=O)N)=O)OC